(S)-2-chloro-6-cyclopropyl-4-(1,2,2,2-tetrafluoro-1-(4-methyl-4H-1,2,4-triazol-3-yl)ethyl)pyridine ClC1=NC(=CC(=C1)[C@@](C(F)(F)F)(C1=NN=CN1C)F)C1CC1